ClC1=C(OC2CCN(CC2)C(=O)OC(C)(C)C)C=C(C=C1)C(F)(F)F tert-butyl 4-(2-chloro-5-(trifluoromethyl)phenoxy)piperidine-1-carboxylate